1-(5-(2-((4-(trifluoromethyl)phenyl)amino)phenyl)-1,3,4-oxadiazol-2-yl)cyclopropanol FC(C1=CC=C(C=C1)NC1=C(C=CC=C1)C1=NN=C(O1)C1(CC1)O)(F)F